2-(3-(7-methoxy-3-methyl-9H-carbazole-2-yl)-2,5-dimethyl-1H-pyrrole-1-yl)-5-methylthiophene-3-carbonitrile COC1=CC=C2C=3C=C(C(=CC3NC2=C1)C1=C(N(C(=C1)C)C=1SC(=CC1C#N)C)C)C